(1-Acetyl-2,2,6,6-tetramethyl-4-piperidinyl)-2-dodecylsuccinimide C(C)(=O)N1C(CC(CC1(C)C)C1(C(=O)NC(C1)=O)CCCCCCCCCCCC)(C)C